ClC=1C=C(C=CC1)NC(C=C)=O N-(3-chlorophenyl)acrylamide